C1(=CC=CC=C1)[C@H](CC1=NC=CC=C1)N (1S)-1-phenyl-2-pyridin-2-ylethylamine